C=CC=CCCCCCCCC#CC(C)=O 14-pentadecadiene-12-ynal